ClC=1C=C(C=CC1)N1N=C(C(=C1)\C=C/C(=O)N[C@@H](CC1=CNC2=CC=CC=C12)C(=O)O)C1=CC=2CCCCC2C=C1 (Z)-(3-(1-(3-chlorophenyl)-3-(5,6,7,8-tetrahydronaphthalen-2-yl)-1H-pyrazol-4-yl)acryloyl)-L-tryptophan